S1C(=CC=C1)C(=O)NC=1C=C2C(=CNC2=CC1)C=1CCN(CC1)CC(C)C 5-(2-thienoyl)amino-3-(1-isobutyl-1,2,3,6-tetrahydropyridin-4-yl)-1H-indole